ClC=1C=CC(=NC1)C1(OC2=C(O1)C=CC=C2C2CCNCC2)C 5-chloro-2-(2-methyl-4-(piperidin-4-yl)benzo[D][1,3]dioxolan-2-yl)pyridine